COC(/C=C/CN1CC2(CN(C2)C(=O)OC(C)(C)C)CC1)=C=O tert-butyl (E)-6-(4-methoxy-4-carbonylbut-2-ene-1-yl)-2,6-diazaspiro[3.4]octane-2-carboxylate